tripropylamine C(CC)N(CCC)CCC